BrC1C(C2(CN(C2)C(=O)OC(C)(C)C)CC1)=O tert-butyl 6-bromo-5-oxo-2-azaspiro[3.4]octane-2-carboxylate